CNC(C1=C(C=CC=C1)C1=CC=C2C(=NN(C2=C1)C1OCCCC1)\C=C\C=1C=NC(=CC1)OCCN1CCCC1)=S N-methyl-2-[3-[(E)-2-[6-(2-pyrrolidin-1-ylethoxy)-3-pyridinyl]vinyl]-1-tetrahydropyran-2-yl-indazol-6-yl]thiobenzamide